CC(CNC1CCCCC1)C N-(2-methylpropyl)cyclohexylamine